((2R,3S,4R,5R)-5-azido-6-methoxy-3,4-bis((trimethylsilyl)oxy)tetrahydro-2H-pyran-2-yl)methanol N(=[N+]=[N-])[C@@H]1[C@H]([C@H]([C@H](OC1OC)CO)O[Si](C)(C)C)O[Si](C)(C)C